SCCSC1CS1 2-mercaptoethylthioethylenesulfide